BrC=1C=CC2=C(N=C(S2)NC(=O)C2(CCCCCC2)C)C1 N-(5-bromo-1,3-benzothiazol-2-yl)-1-methylcycloheptane-1-carboxamide